4,4''-bis(3,6-dimethyl-9H-carbazol-9-yl)-6'-(4,6-diphenyl-1,3,5-triazin-2-yl)-2',5'-bis(3-methyl-9H-carbazol-9-yl)-[1,1':3',1''-terphenyl]-4'-carbonitrile CC=1C=CC=2N(C3=CC=C(C=C3C2C1)C)C1=CC=C(C=C1)C1=C(C(=C(C(=C1C1=NC(=NC(=N1)C1=CC=CC=C1)C1=CC=CC=C1)N1C2=CC=CC=C2C=2C=C(C=CC12)C)C#N)C1=CC=C(C=C1)N1C2=CC=C(C=C2C=2C=C(C=CC12)C)C)N1C2=CC=CC=C2C=2C=C(C=CC12)C